6-((5-(1,1-dioxidothiomorpholino)pyridin-3-yl)methyl)-N-(3-(trifluoromethyl)phenyl)-4,5,6,7-tetrahydrothieno[2,3-c]pyridine-3-carboxamide O=S1(CCN(CC1)C=1C=C(C=NC1)CN1CC2=C(CC1)C(=CS2)C(=O)NC2=CC(=CC=C2)C(F)(F)F)=O